Cl.C(C1=CC=CC=C1)NC(=O)[C@H]1CNC[C@@H]1C1=CC=CC=C1 (3R,4S)-N-benzyl-4-phenylpyrrolidine-3-carboxamide hydrochloride